N[C@H](C(=O)O)CCCNC([C@H](CC1=CC(=C(C=C1)OP(=O)(O)O)O)N)=O (2S)-2-amino-5-[[(2S)-2-amino-3-(3-hydroxy-4-phosphonooxyphenyl)propionyl]amino]pentanoic acid